CC1=CN(C2=CC=C(C=C12)[N+](=O)[O-])C1=C(C=CC2=CC=CC=C12)O 1-(3-Methyl-5-nitro-1H-indol-1-yl)naphthalen-2-ol